COC(C(=O)NC=1SC(=NN1)N[C@H]1CN(CC1)C=1N=NC=CN1)C1=CC(=CC=C1)N1CC(C1)OC 2-methoxy-2-[3-(3-methoxyazetidin-1-yl)phenyl]-N-[5-[[(3R)-1-(1,2,4-triazin-3-yl)pyrrolidin-3-yl]amino]-1,3,4-thiadiazol-2-yl]acetamide